2-(2,6-dioxopiperidin-3-yl)-N-(isoquinolin-1-yl)-1-oxoisoindoline-5-carboxamide O=C1NC(CCC1N1C(C2=CC=C(C=C2C1)C(=O)NC1=NC=CC2=CC=CC=C12)=O)=O